5-(4-methyl-6-((5-methyl-1H-pyrazol-3-yl)amino)pyrimidin-2-yl)furan-2-carboxylic acid methyl ester COC(=O)C=1OC(=CC1)C1=NC(=CC(=N1)C)NC1=NNC(=C1)C